OC1(CC2C(CN(C2)C(=O)NC2=CC(=CC=C2)C(F)(F)F)C1)C1=CC(=CC=C1)OC 5-hydroxy-5-(3-methoxyphenyl)-N-[3-(trifluoromethyl)phenyl]-octahydrocyclopenta[c]pyrrole-2-carboxamide